N-(7-amino-1-methyl-pyrazolo[3,4-c]pyridin-4-yl)-2-oxo-2-[(2S,5R)-4,5-dimethyl-2-phenyl-piperazin-1-yl]acetamide NC=1N=CC(=C2C1N(N=C2)C)NC(C(N2[C@H](CN([C@@H](C2)C)C)C2=CC=CC=C2)=O)=O